3-Chlorobenzene-1-sulfonyl chloride ClC=1C=C(C=CC1)S(=O)(=O)Cl